NC=1C(C=C2N(C1)NC(=C2)C(C)(C)C)=O 6-Amino-2-(tert-butyl)-5-oxopyrazolo[1,5-a]pyridin